1-(4-(((3R,5R)-5-(2,4-difluorophenyl)-5-methyltetrahydrofuran-3-yl)methoxy)phenyl)-4-(4-nitrophenyl)piperazine FC1=C(C=CC(=C1)F)[C@]1(C[C@@H](CO1)COC1=CC=C(C=C1)N1CCN(CC1)C1=CC=C(C=C1)[N+](=O)[O-])C